C(C)(C)N1N=CC=C1C(=O)N[C@H](C(NC1=CC2=C(C=N1)C1(CCOCC1)C(N2)=O)=O)C2CCC(CC2)C 2-isopropyl-N-{(1S)-1-(4-methylcyclohexyl)-2-oxo-2-[(2-oxospiro[1H-pyrrolo[3,2-c]-pyridin-3,4'-tetrahydropyran]-6-yl)amino]ethyl}pyrazole-3-carboxamide